C(C)N1CCN(CC1)C1=NC(=NC=C1)NC1=CC(=C(C(=O)N([C@H]2CNCCC2)C2=NC=CC3=CC=CC(=C23)C)C=C1)F (R)-4-((4-(4-ethylpiperazin-1-yl)pyrimidin-2-yl)amino)-2-fluoro-N-(8-methylisoquinolin-1-yl)-N-(piperidin-3-yl)benzamide